8-(2-fluoro-4-(trifluoromethyl)phenyl)imidazo[1,2-a]pyrazine-6-carbonitrile FC1=C(C=CC(=C1)C(F)(F)F)C=1C=2N(C=C(N1)C#N)C=CN2